7-(2,6-dioxopiperidin-3-yl)-6-oxo-7,8-dihydro-2H,6H-spiro[furo[2,3-e]isoindole-3,4'-piperidine]-5-carbonitrile O=C1NC(CCC1N1C(C2=C(C=C3C(=C2C1)OCC31CCNCC1)C#N)=O)=O